FC1=C(C=CC(=C1)C(=O)NC1=CC(=C(C=C1)O)NS(=O)(=O)C1=CC=C(C=C1)F)C1=CC=C(C=C1)C(F)(F)F 2-fluoro-N-(3-((4-fluorophenyl)sulfonamido)-4-hydroxyphenyl)-4'-(trifluoromethyl)-[1,1'-biphenyl]-4-carboxamide